BrC=1C=CC=2N(C1)C=C(N2)C(=O)NNC(N)=S 2-(6-bromoimidazo[1,2-a]pyridine-2-carbonyl)hydrazine-1-carbothioamide